(S)-6-(3-hydroxypropoxy)-4-(6-(4-(2-methoxy-2-phenylacetyl)piperazin-1-yl)pyridin-3-yl)pyrazolo[1,5-a]pyridine-3-carbonitrile 2,2,2-trifluoroacetate FC(C(=O)O)(F)F.OCCCOC=1C=C(C=2N(C1)N=CC2C#N)C=2C=NC(=CC2)N2CCN(CC2)C([C@H](C2=CC=CC=C2)OC)=O